CC=1N(C(=C2C(NN=CC21)=O)C)C2=CC=C(C=C2)C 5,7-dimethyl-6-p-tolyl-2,6-dihydro-1H-pyrrolo[3,4-d]pyridazin-1-one